Azoporphin N(=NC1=C2NC(=C1)C=C1C=CC(=N1)C=C1C=CC(N1)=CC=1C=CC(N1)=C2)C2=C1NC(=C2)C=C2C=CC(=N2)C=C2C=CC(N2)=CC=2C=CC(N2)=C1